FC(CC)(F)C=1C=C(C=CC1)NC(=O)C=1[N+](=C(NC1C)C=1C=C(C(=CC1)OC(F)(F)F)C1=C(C=CC=C1C)C)[O-] 4-((3-(1,1-difluoropropyl)phenyl)carbamoyl)-2-(2',6'-dimethyl-6-(trifluoromethoxy)-[1,1'-biphenyl]-3-yl)-5-methyl-1H-imidazole 3-oxide